methyl (2R)-2-(benzylamino)-4-methyl-pentanoate C(C1=CC=CC=C1)N[C@@H](C(=O)OC)CC(C)C